isohexyl (2-(hydroxyamino)-2-oxoethyl) phosphonate P(OCCCC(C)C)(OCC(=O)NO)=O